cyclopropanecarboxamide, hydrochloride salt Cl.C1(CC1)C(=O)N